N2-[1-(azetidin-3-ylmethyl)pyrazol-4-yl]-N4-[2-(6-methyl-2-pyridyl)pyrimidin-4-yl]pyrimidine-2,4-diamine N1CC(C1)CN1N=CC(=C1)NC1=NC=CC(=N1)NC1=NC(=NC=C1)C1=NC(=CC=C1)C